5-[6,7-dichloro-10-(1H-pyrazol-4-yl)-3,4-dihydro-1H-pyrazino[1,2-a]indole-2-carbonyl]oxazolidin-2-one ClC1=C(C=CC=2C(=C3N(C12)CCN(C3)C(=O)C3CNC(O3)=O)C=3C=NNC3)Cl